N-Vinylacetamid C(=C)NC(C)=O